nitrobenzoyl-amide [N+](=O)([O-])[N-]C(C1=CC=CC=C1)=O